4-(dimethylphenylsilyl)-3-butyn-2-one C[Si](C#CC(C)=O)(C1=CC=CC=C1)C